Diethoxydiethyl-silane tert-butyl-(R)-10-((6-fluoro-4-oxoquinazolin-3(4H)-yl)methyl)-7-azaspiro[4.5]decane-7-carboxylate C(C)(C)(C)OC(=O)N1CC2(CCCC2)[C@@H](CC1)CN1C=NC2=CC=C(C=C2C1=O)F.C(C)O[Si](CC)(CC)OCC